(5-isopropylthiophen-2-yl)azetidine-3-carboxamide C(C)(C)C1=CC=C(S1)N1CC(C1)C(=O)N